C(C=C)(=O)OCC(C(C(C(C(C(C(F)(F)F)(F)F)(F)F)(F)F)(F)F)(F)F)(F)F 2,2,3,3,4,4,5,5,6,6,7,7,8,8,8-pentadeca-fluorooctyl acrylate